Cl.C(C)(=O)NC1=CC=C(C=C1)/C=C/C(=O)OCCOCCN 2-(2-aminoethoxy)ethyl (E)-3-(4-acetamidophenyl)acrylate hydrochloride